(4S)-7-chloro-6-(2,6-difluorophenyl)-N',N',4-trimethyl-8-(trifluoromethyl)-4H-[1,2,4]triazolo[1,5-a][1,4]benzodiazepine-2-carbohydrazide ClC1=C(C=CC2=C1C(=N[C@H](C=1N2N=C(N1)C(=O)NN(C)C)C)C1=C(C=CC=C1F)F)C(F)(F)F